FC1(CN(CC[C@]1(O)C)C1=NC=CC(=N1)NC=1N=CC2=C(C=CC(=C2C1)C(C)C)N1[C@@H]([C@H](C1)CS(=O)(=O)C)C)F (4R)-3,3-difluoro-1-[4-({8-[(2R,3S)-3-(methanesulfonyl-methyl)-2-methylazetidin-1-yl]-5-(propan-2-yl)isoquinolin-3-yl}amino)pyrimidin-2-yl]-4-methyl-piperidin-4-ol